ferrocenyl-Formaldehyde [C-]1(C=CC=C1)C=O.[CH-]1C=CC=C1.[Fe+2]